(R)-tert-butyl-(methyl)hydroxymethylphosphine C(C)(C)(C)[P@](CO)C